N-{[3-(4-{[(3S,4R)-3-fluoro-1-methylpiperidin-4-yl]amino}-1-(2,2,2-trifluoroethyl)-1H-indol-2-yl)-1,2,4-oxadiazol-5-yl]methyl}-1-(1-hydroxypropan-2-yl)-1H-pyrrole-3-carboxamide F[C@H]1CN(CC[C@H]1NC1=C2C=C(N(C2=CC=C1)CC(F)(F)F)C1=NOC(=N1)CNC(=O)C1=CN(C=C1)C(CO)C)C